C(C)(C)N(P(OCC(\C=C\P(=O)(OC)OC)NC(C)=O)OCCC#N)C(C)C (E)-2-acetamido-4-(dimethoxyphosphoryl)but-3-en-1-yl (2-cyanoethyl) diisopropylphosphoramidite